Adenosine diphosphite OP(O)OP(O)O.[C@@H]1([C@H](O)[C@H](O)[C@@H](CO)O1)N1C=NC=2C(N)=NC=NC12